NC1=C(C(NC2=C(C=CC=C12)C=1C=NC=CC1OC)=O)C(=O)NCC(C)(F)F 4-Amino-N-(2,2-difluoropropyl)-8-(4-methoxy-3-pyridyl)-2-oxo-1H-quinoline-3-carboxamide